C(ONCC)CONCC ethylenedioxybis(ethylamine)